C[C@@H]1CCNC(OCC=2C=CN=C(C3=NN(C4=CC=C(O1)C=C34)C3OCCCC3)N2)=O (13R)-13-methyl-19-(oxan-2-yl)-8,14-dioxa-3,10,19,20,23-pentaazatetracyclo[13.5.2.12,6.018,21]tricosa-1(20),2,4,6(23),15,17,21-heptaen-9-one